FC(C(=O)O)(F)F.ClC1=CC(=C(C=C1)C1(OC2=C(O1)C=CC=C2C2CCN(CC2)CC2=NC1=C(N2CC=2C=NNC2)C=C(C=C1)C(=O)O)C)F 2-({4-[2-(4-chloro-2-fluorophenyl)-2-methyl-1,3-benzodioxol-4-yl]piperidin-1-yl}methyl)-1-(1H-pyrazol-4-ylmethyl)-1H-benzimidazole-6-carboxylic acid, trifluoroacetate salt